CN(C)CC1=CC(=C(C=C1)S(=O)(N)=NC(NC1=C2CCCC2=CC=2CCCC12)=O)F 4-((dimethylamino)methyl)-2-fluoro-N'-(1,2,3,5,6,7-hexahydros-indacen-4-ylcarbamoyl)benzenesulfonimidamide